C1(CCC1)C(=O)N1[C@H]([C@H](CC1)NS(N(C)C)(=O)=O)CC=1C(=C(C=C(C1)F)C1=CC(=CC=C1)F)F N'-((2S,3S)-1-(cyclobutylcarbonyl)-2-((2,3',5-trifluorobiphenyl-3-yl)methyl)pyrrolidin-3-yl)-N,N-dimethylsulfuric diamide